ClC=1C(=NC(=NC1)NC=1C(=CC2=C(OC[C@H]3N2CCN(C3)C3CC3)C1)OC)NC1=C(C=CC=C1)NS(=O)(=O)C (S)-N-(2-((5-chloro-2-((3-cyclopropyl-9-methoxy-1,2,3,4,4a,5-hexahydrobenzo[b]pyrazino[1,2-d][1,4]oxazin-8-yl)amino)pyrimidin-4-yl)amino)phenyl)methanesulfonamide